CC(C)(C)OC(=O)N1CC(=CCC1)C1=CC=C(N=N1)C(=O)OC methyl 6-(1-{[(2-methylprop-2-yl)oxy]carbonyl}-1,2,5,6-tetrahydropyridin-3-yl)-1,2-diazine-3-carboxylate